N-(3-(6-(piperidin-3-yl)pyridin-2-yl)pyrazolo[1,5-a]pyridin-5-yl)-2-(pyridin-3-ylamino)acetamide N1CC(CCC1)C1=CC=CC(=N1)C=1C=NN2C1C=C(C=C2)NC(CNC=2C=NC=CC2)=O